7-bromo-2-iodo-3-[(trifluoromethyl)sulfanyl]-1-benzofuran BrC1=CC=CC=2C(=C(OC21)I)SC(F)(F)F